(s)-4-(3-(2-chloro-4-(methylsulfonyl)phenyl)-1,4-oxazepan-4-yl)-6-methylpyrimidin-2-amine ClC1=C(C=CC(=C1)S(=O)(=O)C)[C@H]1COCCCN1C1=NC(=NC(=C1)C)N